7-chloro-3-(2,6-difluoro-3,5-dimethoxyphenyl)-1-(3-methoxyazetidin-1-yl)-2,6-naphthyridine ClC1=NC=C2C=C(N=C(C2=C1)N1CC(C1)OC)C1=C(C(=CC(=C1F)OC)OC)F